2-((3-chloro-4-(6-(1-methylcyclopropoxy)-9-((4-methylpyridin-2-yl)methyl)-9H-purin-8-yl)phenyl)amino)-N-methylacetamide ClC=1C=C(C=CC1C=1N(C2=NC=NC(=C2N1)OC1(CC1)C)CC1=NC=CC(=C1)C)NCC(=O)NC